COC1=CC=2N=CN=C(C2N=C1NCC1=CC=C(C=C1)OC)C=1C=NN(C1C1=CC=CC=C1)C 7-methoxy-N-(4-methoxybenzyl)-4-(1-methyl-5-phenyl-1H-pyrazol-4-yl)pyrido[3,2-d]pyrimidin-6-amine